Decachlorobiphenyl ClC1=C(C(=C(C(=C1C1=C(C(=C(C(=C1Cl)Cl)Cl)Cl)Cl)Cl)Cl)Cl)Cl